(2S)-2-amino-4-[5-(trifluoromethyl)-2-pyridyl]butanoic acid N[C@H](C(=O)O)CCC1=NC=C(C=C1)C(F)(F)F